2-(4-(4-aminoimidazo[1,2-a]quinoxalin-7-yl)-1-methyl-1H-pyrazol-5-yl)-4-chloro-6-cyclopropyloxy-3-fluorobenzonitrile NC=1C=2N(C3=CC=C(C=C3N1)C=1C=NN(C1C1=C(C#N)C(=CC(=C1F)Cl)OC1CC1)C)C=CN2